5-bromo-3-((4-chloro-phenylimino)methyl)-2-(isobutyryloxy)phenyl nicotinate C(C1=CN=CC=C1)(=O)OC1=C(C(=CC(=C1)Br)C=NC1=CC=C(C=C1)Cl)OC(C(C)C)=O